CC1=CC=C2C(=N1)C1(C(N2)=O)CN(C1)C(=O)OC(C)(C)C tert-butyl 5'-methyl-2'-oxo-1',2'-dihydrospiro[azetidine-3,3'-pyrrolo[3,2-b]pyridine]-1-carboxylate